1-aminopropyl methacrylate dimethylaminoethyl-methacrylate CN(C)CCOC(C(=C)C)=O.C(C(=C)C)(=O)OC(CC)N